CC1=NN(C2=CC=C(C=C12)C=1CCNCC1)C1C(NC(CC1)=O)=O 3-(3-Methyl-5-(1,2,3,6-tetrahydropyridin-4-yl)-1H-indazol-1-yl)piperidine-2,6-dione